ClC=1C=C(C=NC1)C=O 5-Chloro-3-pyridinecarboxaldehyde